NC1=NC=CC=C1C(C)N[C@H](CO)C#C[Si](C(C)C)(C(C)C)C(C)C (2S)-2-((1-(2-aminopyridin-3-yl)ethyl)amino)-4-(triisopropylsilyl)but-3-yn-1-ol